3-((2-chloropyrimidin-5-yl)sulfonyl)-3'-methyl-4-pentyl-[1,1'-biphenyl]-2,6-diol ClC1=NC=C(C=N1)S(=O)(=O)C1=C(C(=C(C=C1CCCCC)O)C1=CC(=CC=C1)C)O